methyl 2-amino-5-bromo-3-fluoro-benzoate NC1=C(C(=O)OC)C=C(C=C1F)Br